N1CC(C1)C(=O)N1CC2(CN(C2)C2=CC=C(C=N2)C=2C=C(C=3N(C2)N=CC3C#N)OC)C1 6-(6-(6-(azetidine-3-carbonyl)-2,6-diazaspiro[3.3]heptan-2-yl)pyridin-3-yl)-4-methoxypyrazolo[1,5-a]pyridine-3-carbonitrile